rac-2-Acetamido-N-(2,6-dioxopiperidin-3-yl)-6-nitrobenzamide C(C)(=O)NC1=C(C(=O)N[C@H]2C(NC(CC2)=O)=O)C(=CC=C1)[N+](=O)[O-] |r|